ClC=1C(=NC(=NC1)NC1CCOCC1)C1=CC=C2CN(C(C2=C1)=O)CC(=O)N[C@H](C)C1=NC=CN=C1 2-(6-{5-Chloro-2-[(oxan-4-yl)amino]pyrimidin-4-yl}-1-oxo-2,3-dihydro-1H-isoindol-2-yl)-N-[(1R)-1-(pyrazin-2-yl)ethyl]acetamid